ClC=1C(=CC2=CN(N=C2C1)C)N=C1NC(N(C(N1CC1=C(C=C(C(=C1)F)F)F)=O)CC=1N=C2N(N1)CCC2)=O 6-((6-chloro-2-methyl-2H-indazol-5-yl)imino)-3-((6,7-dihydro-5H-pyrrolo[1,2-b][1,2,4]triazol-2-yl)methyl)-1-(2,4,5-trifluorobenzyl)-1,3,5-triazine-2,4-dione